C(C)(C)(C)OC(=O)N1[C@H]([C@]2(CCC1)NS(CCOC2)(=O)=O)CO[C@@H]2CC[C@@H](CC2)C2=CC=CC=C2 |o1:8,9| Tert-butyl-rel-(1R,6S)-8,8-dioxo-1-({[(cis)-4-phenylcyclohexyl] oxy} methyl)-11-oxa-8λ6-thia-2,7-diazaspiro[5.6]dodecane-2-carboxylate